(3,5-dimethoxyphenyl)phosphine COC=1C=C(C=C(C1)OC)P